(R)-5-[[6-[3-(Difluoromethyl)-4-fluoro-phenyl]pyrazolo[4,3-b]pyridin-1-yl]methyl]oxazolidin-2-one FC(C=1C=C(C=CC1F)C=1C=C2C(=NC1)C=NN2C[C@H]2CNC(O2)=O)F